2-Oxopropane-1,3-diyl bis(3-cyclohexyl-2-methylpropanoate) C1(CCCCC1)CC(C(=O)OCC(COC(C(CC1CCCCC1)C)=O)=O)C